FC(C1=CC=C(C=C1)N1NC(CC1)=O)(F)F N-[4-(trifluoromethyl)phenyl]-3-pyrazolidinone